6-(tert-butyl) 2-ethyl 1-methyl-1,4,5,7-tetrahydro-6H-pyrrolo[2,3-c]pyridine-2,6-dicarboxylate CN1C(=CC2=C1CN(CC2)C(=O)OC(C)(C)C)C(=O)OCC